(R)-6-(4-(3-(2-methoxyethoxy)pyrrolidin-1-yl)phenyl)-1-(2-morpholinobenz[d]thiazol-6-yl)-4-oxo-1,4-dihydropyridine-3-carboxylic acid COCCO[C@H]1CN(CC1)C1=CC=C(C=C1)C1=CC(C(=CN1C1=CC2=C(N=C(S2)N2CCOCC2)C=C1)C(=O)O)=O